1-[(2S,4R)-4-hydroxy-2-(1H-imidazol-2-yl)pyrrolidin-1-yl]-3-methyl-2-[4-(3-methylisoxazol-5-yl)pyrazol-1-yl]butan-1-one O[C@@H]1C[C@H](N(C1)C(C(C(C)C)N1N=CC(=C1)C1=CC(=NO1)C)=O)C=1NC=CN1